3-(5-(3-(4-(methoxymethyl)phenyl)-2-oxoimidazolidin-1-yl)-1-oxoisoindolin-2-yl)piperidine-2,6-dione COCC1=CC=C(C=C1)N1C(N(CC1)C=1C=C2CN(C(C2=CC1)=O)C1C(NC(CC1)=O)=O)=O